2-(3,5-dihydroxyphenyl)ethanol OC=1C=C(C=C(C1)O)CCO